C12CC(C1)(C2)CC(=O)NC(C(=O)O)CCN(CCCCC2=NC=1NCCCC1C=C2)CCOC(C)C 2-[[2-(3-bicyclo[1.1.1]pentanyl)acetyl]amino]-4-[2-isopropoxyethyl-[4-(5,6,7,8-tetrahydro-1,8-naphthyridin-2-yl)butyl]amino]butanoic acid